8-Methyl-2-{[(2R)-oxetan-2-yl]methyl}-4,5-dihydro-2H-furo[2,3-g]indazole-7-carboxylic acid CC1=C(OC=2CCC3=CN(N=C3C21)C[C@@H]2OCC2)C(=O)O